C(C)(C)(C)OC(=O)C=1C=CC2=C(N(C(=N2)CC2=C(C=C(C(=C2)F)B2OC(C(O2)(C)C)(C)C)F)CCOC)C1 2-(2,5-difluoro-4-(4,4,5,5-tetramethyl-1,3,2-dioxaborolan-2-yl)benzyl)-1-(2-methoxyethyl)-1H-benzo[d]Imidazole-6-carboxylic acid tert-butyl ester